1-(4-cyclopropyl-2-methyl-3-pyridinyl)-6-fluoro-7-(2-fluorophenyl)-4-((2S)-2-methyl-4-(2-propenoyl)-1-piperazinyl)pyrido[2,3-d]pyrimidin-2(1H)-one C1(CC1)C1=C(C(=NC=C1)C)N1C(N=C(C2=C1N=C(C(=C2)F)C2=C(C=CC=C2)F)N2[C@H](CN(CC2)C(C=C)=O)C)=O